tert-butyl 3-(4-(dimethylcarbamoyl)phenyl)-5-(4,4,5,5-tetramethyl-1,3,2-dioxaborolan-2-yl)-1H-pyrrolo[2,3-b]pyridine-1-carboxylate CN(C(=O)C1=CC=C(C=C1)C1=CN(C2=NC=C(C=C21)B2OC(C(O2)(C)C)(C)C)C(=O)OC(C)(C)C)C